(R)-1-(6-fluoro-5-((((1r,3R)-3-(4-fluoro-3-(trifluoromethyl)phenoxy)cyclobutyl)amino)methyl)isoquinolin-8-yl)ethane-1,2-diol FC=1C(=C2C=CN=CC2=C(C1)[C@H](CO)O)CNC1CC(C1)OC1=CC(=C(C=C1)F)C(F)(F)F